3-(5-hydroxypentyl)-5-methylisonicotinic acid tert-butyl ester C(C)(C)(C)OC(C1=C(C=NC=C1C)CCCCCO)=O